4-phenoxy-1-[3-(propan-2-yl)-1H-pyrazole-5-carbonyl]piperidine O(C1=CC=CC=C1)C1CCN(CC1)C(=O)C1=CC(=NN1)C(C)C